5-[4-amino-5-(trifluoromethyl)pyrrolo[2,1-f][1,2,4]triazin-7-yl]-N-[(3R,4S)-4-fluoro-1-(2-fluoro-2-methylpropanoyl)pyrrolidin-3-yl]-2,6-dimethylpyridine-3-carboxamide NC1=NC=NN2C1=C(C=C2C=2C=C(C(=NC2C)C)C(=O)N[C@@H]2CN(C[C@@H]2F)C(C(C)(C)F)=O)C(F)(F)F